N-benzyl-N-((R)-1-hydroxypropan-2-yl)-D-alanine methyl ester COC([C@H](N([C@@H](CO)C)CC1=CC=CC=C1)C)=O